ClC=1C=C2C(=NC(=NC2=C(C1C1=CC=CC2=C1N=C(S2)N)F)N2CC(C2)N2CCCCC2)N2CCNCC2 4-[6-chloro-8-fluoro-4-piperazin-1-yl-2-[3-(1-piperidinyl)azetidin-1-yl]quinazolin-7-yl]-1,3-benzothiazol-2-amine